3-(4-((4-((2-chloropyrimidin-4-yl)amino)butyl)amino)-1-oxoisoindolin-2-yl)piperidine-2,6-dione ClC1=NC=CC(=N1)NCCCCNC1=C2CN(C(C2=CC=C1)=O)C1C(NC(CC1)=O)=O